CC(C)(CCC(C)(OOC(C)(C)C)C)OOC(C)(C)C 2,5-Dimethyl-2,5-Di-(t-butylperoxy)hexane